(2R)-2-{6-[5-chloro-2-(methylamino)pyrimidin-4-yl]-1-oxo-2,3-dihydro-1H-isoindol-2-yl}-N-[(1S)-2-hydroxy-1-(6-methoxypyridin-2-yl)ethyl]propanamide ClC=1C(=NC(=NC1)NC)C1=CC=C2CN(C(C2=C1)=O)[C@@H](C(=O)N[C@H](CO)C1=NC(=CC=C1)OC)C